2,7-bis(hydroxymethyl)-5-(piperazin-1-yl)-2,3-dihydro-1,4-benzodioxine OCC1COC2=C(O1)C=C(C=C2N2CCNCC2)CO